6-Chloro-4-[(2R,6S)-2,6-dimethyl-4-prop-2-enoyl-piperazin-1-yl]-7-(2-fluorophenyl)-1-(2-isopropyl-4-methyl-3-pyridyl)pteridin-2-one ClC=1N=C2C(=NC(N(C2=NC1C1=C(C=CC=C1)F)C=1C(=NC=CC1C)C(C)C)=O)N1[C@@H](CN(C[C@@H]1C)C(C=C)=O)C